8-(bromomethyl)-7-methyl-1H,2H,3H,6H-pyrano[2,3-c]quinolin-5-one BrCC=1C=CC=2C3=C(C(NC2C1C)=O)OCCC3